ClC1=CC(=C(C=C1OC)CCNCC1=C(C=CC=C1)O)OC 2-[[2-(4-chloro-2,5-dimethoxyphenyl)ethylamino]methyl]phenol